CN1C(C(=O)NC2=CC=CC=C2C1=O)CC3=CC=CC=C3 The molecule is a 1,4-benzodiazepinone that is 3,4-dihydro-1,4-benzodiazepine-2,5-dione substituted at position 4 by a methyl group and at position 3 by a benzyl group.